(6R,12R)-17-amino-6-hydroxy-12-methyl-6,15-bis(trifluoromethyl)-13,19-dioxa-3,4,18-triazatricyclo[12.3.1.12,5]nonadeca-1(18),2,4,14,16-pentaen-8-one NC1=CC(=C2O[C@@H](CCCC(C[C@@](C3=NN=C(C1=N2)O3)(C(F)(F)F)O)=O)C)C(F)(F)F